C(C1=CC=CC=C1)N1N=CC(=C1)C1=CC=C2C(C(COC2=C1)(C)C)NC(O[C@@H]1CN2CCC1CC2)=O (S)-quinuclidin-3-yl (7-(1-benzyl-1H-pyrazol-4-yl)-3,3-dimethylchroman-4-yl)carbamate